(E)-3-(4-((4-methylbenzyl)thio)benzylidene)-2,3-dihydropyrrolo[1,2-a]quinazolin-5(1H)-one CC1=CC=C(CSC2=CC=C(\C=C\3/CCN4C3=NC(C3=CC=CC=C43)=O)C=C2)C=C1